N-(7-fluoro-3-(6-(4-isopropyl-4H-1,2,4-triazol-3-yl)pyridin-2-yl)-4-oxo-3,4-dihydroquinazolin-6-yl)carboxamide FC1=C(C=C2C(N(C=NC2=C1)C1=NC(=CC=C1)C1=NN=CN1C(C)C)=O)NC=O